COC1=NC(=NC(=C1NC(=O)C=1OC(=CC1)OC=1C=C2C(CCC2=CC1C)(C)C)OC)SCCC(=O)OC methyl 3-((4,6-dimethoxy-5-(5-((3,3,6-trimethyl-2,3-dihydro-1H-inden-5-yl)oxy)furan-2-carboxamido)pyrimidin-2-yl)thio)propanoate